(rac)-2-(4,5-dichloro-6-oxopyridazin-1(6H)-yl)-N-(4-methyl-3-(N-(2-(pyridin-2-yl)ethyl)sulfamoyl)phenyl)propanamide ClC=1C=NN(C(C1Cl)=O)[C@@H](C(=O)NC1=CC(=C(C=C1)C)S(NCCC1=NC=CC=C1)(=O)=O)C |r|